C(C)[Na] Ethyl-Sodium